C(C)C1=C(C(=CC(=C1C)OCCC)C)O 2-Ethyl-3,6-dimethyl-4-propoxy-phenol